C1(CCCCC1)OC1CCC(CC1)=O 4-(cyclohexyloxy)cyclohexanone